ClC1=CC=2C=3C=CC(=CC3N(C(N(C2N=C1)C(C)C)=O)C1=C(C=C(C=C1F)NCCNCCO)F)Cl 4,13-dichloro-10-[2,6-difluoro-4-({2-[(2-hydroxyethyl)amino]ethyl}amino)phenyl]-8-(propan-2-yl)-6,8,10-triazatricyclo[9.4.0.02,7]pentadeca-1(11),2(7),3,5,12,14-hexaen-9-one